(R)-8-(5-(3-Cyanophenyl)thiazol-2-yl)-9-oxooctahydro-2H-pyrazino[1,2-a]pyrazin C(#N)C=1C=C(C=CC1)C1=CN=C(S1)N1C([C@@H]2N(CCNC2)CC1)=O